tert-butyl (1S,5S)-1-carbamoyl-3-azabicyclo[3.1.0]hexane-3-carboxylate C(N)(=O)[C@@]12CN(C[C@H]2C1)C(=O)OC(C)(C)C